ON=C(C(CO)(C)C)N N',3-dihydroxy-2,2-dimethyl-propionamidine